C(C)OC1=CC2=C(N=C(N=C2SCC(=O)C2=CC=C(S2)CNC(CO)=O)C)C=N1 N-((5-(2-((6-ethoxy-2-methylpyrido[3,4-d]pyrimidin-4-yl)thio)acetyl)thiophen-2-yl)methyl)-2-hydroxyacetamide